(2-(diphenylmethylene)-6-methoxy-2,3-dihydrobenzofuran-3-yl)dimethyl-m-tolyl-phosphine oxide C1(=CC=CC=C1)C(=C1OC2=C(C1C1=C(C=CC=C1P(C)(C)=O)C)C=CC(=C2)OC)C2=CC=CC=C2